1,1-dimethyl-3-(thiazol-2-yl)urea hydrochloride Cl.CN(C(=O)NC=1SC=CN1)C